5-fluoro-2-(1-((2-hydroxycyclohexyl)amino)pyrido[3,4-d]pyridazin-4-yl)phenol FC=1C=CC(=C(C1)O)C=1N=NC(=C2C1C=NC=C2)NC2C(CCCC2)O